O=P1(OCCN1)C(=O)[O-] 2-oxo-1,3,2-oxazaphospholaneAt